COC=1C=CC(=NC1)CN[C@@H]1[C@@H](CCCC1)OC=1C=C2CN(C(C2=CC1)=O)C1C(NC(CC1)=O)=O 3-(5-(((1R,2S)-2-(((5-methoxypyridin-2-yl)methyl)amino)cyclohexyl)oxy)-1-oxoisoindolin-2-yl)piperidine-2,6-dione